(4-bromophenyl)-4-fluoro-6-methoxy-2'-oxospiro[indoline-2,3'-pyrrolidine]-1-carboxylic acid tert-butyl ester C(C)(C)(C)OC(=O)N1C2=CC(=CC(=C2CC12C(N(CC2)C2=CC=C(C=C2)Br)=O)F)OC